ClC1=CC=C(C=C1)[C@@H](C)O (R)-1-(4-chlorophenyl)ethanol